6-(Methoxy-d3)-2,4-dimethylpyridin-3-amine C(OC1=CC(=C(C(=N1)C)N)C)([2H])([2H])[2H]